1-[4-(2,3-dimethylphenyl)piperazin-1-yl]-2-{3-[4-(oxetan-3-yl)piperazine-1-carbonyl]-5,6-dihydrocyclopenta[c]pyrazol-1(4H)-yl}ethan-1-one CC1=C(C=CC=C1C)N1CCN(CC1)C(CN1N=C(C2=C1CCC2)C(=O)N2CCN(CC2)C2COC2)=O